N1(C=NC2=C1C=CC=C2)CC2=C1C(=NC(=C2)C=2C=C3CN(C(C3=CC2)=O)C2C(NC(CC2)=O)=O)N(C=C1)C 3-(5-(4-((1H-benzo[d]imidazol-1-yl)methyl)-1-methyl-1H-pyrrolo[2,3-b]pyridin-6-yl)-1-oxoisoindolin-2-yl)piperidine-2,6-dione